OC=1C=CC=C(C1)S[SH2+] 5-hydroxy-phenylthiosulfonium